ClC1=CC=C(S1)CNC1=CC(=NN1C(C(CO)(C)C)=O)C1C(C(N1S(=O)(=O)N1CCCC1)=O)C 4-(5-{[(5-Chlorothiophen-2-yl)methyl]amino}-1-(3-hydroxy-2,2-dimethylpropanoyl)-1H-pyrazol-3-yl)-3-methyl-1-(pyrrolidin-1-sulfonyl)azetidin-2-on